(S)-N-(3-(3'-Chloro-6-methoxy-5-((methyl((5-oxopyrrolidin-2-yl)methyl)amino)methyl)-[2,4'-bipyridin]-2'-yl)-2-methylphenyl)-5-((3-hydroxyazetidin-1-yl)methyl)picolinamide ClC=1C(=NC=CC1C1=NC(=C(C=C1)CN(C[C@H]1NC(CC1)=O)C)OC)C=1C(=C(C=CC1)NC(C1=NC=C(C=C1)CN1CC(C1)O)=O)C